C(C(C)C)C1NC2=C(OC1)C(=NC(=N2)N)N2C[C@@H](CC2)NC 7-isobutyl-4-((R)-3-(methylamino)pyrrolidin-1-yl)-7,8-dihydro-6H-pyrimido[5,4-b][1,4]oxazin-2-amine